CCC(CCCC(CC)O)O nonane-3,7-diol